(E)-3-(4-nitrophenyl)-1-(pyridin-2-yl)prop-2-en-1-one [N+](=O)([O-])C1=CC=C(C=C1)/C=C/C(=O)C1=NC=CC=C1